[N+](=O)([O-])C=1C=NN2C1C=NCC2 3-Nitro-6,7-dihydropyrazolo[1,5-a]pyrazin